CC1(C(C(=C[C@]2(CCN(C2)C(=O)C2=CC=CC3=CC=CC=C23)C1)C#N)=O)C (5R)-9,9-dimethyl-2-(naphthalene-1-carbonyl)-8-oxo-2-azaspiro[4.5]dec-6-ene-7-carbonitrile